4-chloro-3-(tetrahydro-1H-furo[3,4-c]pyrrol-5(3H)-yl)benzaldehyde ClC1=C(C=C(C=O)C=C1)N1CC2C(C1)COC2